C(C=C)N1N=C(N=C1CCC(F)(F)F)NC(C1=C(C=C(C=C1)C1=NOC(C1)(C(F)(F)F)C1=CC(=CC(=C1)Cl)Cl)C)=O N-(1-allyl-5-(3,3,3-trifluoropropyl)-1H-1,2,4-triazol-3-yl)-4-(5-(3,5-dichlorophenyl)-5-(trifluoromethyl)-4,5-dihydroisoxazol-3-yl)-2-methylbenzamide